Cl.NC1=CC2=C(N=CS2)C=C1 6-aminobenzothiazole hydrochloride